OCCS(=O)(=O)NC1=CC(=C(C(=O)NC2=NC(=NC(=C2)C)OCCC(F)(F)F)C=C1)N1CCC2(CC2)CC1 4-((2-Hydroxyethyl)sulfonamido)-N-(6-methyl-2-(3,3,3-trifluoropropoxy)pyrimidin-4-yl)-2-(6-azaspiro[2.5]octan-6-yl)benzamide